NN1C(=C(C(C=C1)=O)OCC1=CC=CC=C1)C(=O)O 1-amino-3-(benzyloxy)-4-oxo-1,4-dihydropyridine-2-carboxylic acid